O1[C@@H](COCC1)CNC(=O)C1=C(C2=C(C=CC3=CN(N=C23)CC=2C=NC(=CC2)C)O1)C(F)(F)F N-{[(2R)-1,4-dioxan-2-yl]methyl}-2-[(6-methylpyridin-3-yl)methyl]-8-(trifluoromethyl)-2H-furo[2,3-g]indazole-7-carboxamide